1,4-dichloro-2-butyne ClCC#CCCl